5-(2-benzothienyl)pyrazoline S1C(=CC2=C1C=CC=C2)C2C=CNN2